(4-fluorophenyl)(2-(4-fluorophenyl)-3-(2-(methyl-d3)pyridin-4-yl)-6,7-dihydropyrazolo[1,5-a]pyrazin-5(4H)-yl)methanone FC1=CC=C(C=C1)C(=O)N1CC=2N(CC1)N=C(C2C2=CC(=NC=C2)C([2H])([2H])[2H])C2=CC=C(C=C2)F